O1C2=C(OCC1)C(=CC=C2)NC2=NC=1N(C(=C2)NC)N=CC1NC(N(C)C)=O 3-(5-((2,3-dihydrobenzo[b][1,4]dioxin-5-yl)amino)-7-(methylamino)pyrazolo[1,5-a]pyrimidin-3-yl)-1,1-dimethylurea